C(C)SC1=C(C(=O)OCC)C=C(C(=C1)NC)[N+](=O)[O-] Ethyl 2-ethylsulfanyl-4-(methylamino)-5-nitro-benzoate